FC(C1=CC=C(C=N1)NC(=O)C1=NC(=NC(=C1)OC)C1=CN=CN1C)F N-(6-(difluoromethyl)pyridin-3-yl)-6-methoxy-2-(1-methyl-1H-imidazol-5-yl)pyrimidine-4-carboxamide